3-(2-chloro-6-fluorophenyl)-5-cyclopropyl-1,2-oxazole-4-carboxylic acid ethyl ester C(C)OC(=O)C=1C(=NOC1C1CC1)C1=C(C=CC=C1F)Cl